6-chloroquinoxalin ClC=1C=C2N=CC=NC2=CC1